3-(1-(2-amino-5,7-dihydrothieno[3,4-d]pyrimidin-4-yl)piperidin-3-yl)propanamide NC=1N=C(C2=C(N1)CSC2)N2CC(CCC2)CCC(=O)N